[Co].[Co].[Co] Dicobalt-cobalt